O=C1CCCO1 5-oxooxolan